CC=1C=C(C=CC1C)C(C(CP(=O)(C1=CC=CC=C1)C1=CC=CC=C1)P(=O)(C1=CC=CC=C1)C1=CC=CC=C1)=O 1-(3,4-dimethylphenyl)-2,3-bis(diphenylphosphoryl)propan-1-one